O1CCN(CC1)CCOC1=CC=C(C=C1)NC1CCN(CCC1)C(=O)OC(C)(C)C tert-butyl 4-((4-(2-morpholinoethoxy)phenyl)amino)azepane-1-carboxylate